4-(trifluoromethyl)thiazole-5-carbonitrile FC(C=1N=CSC1C#N)(F)F